4-amino-7-chloro-5-(2-morpholinoethoxy)-1-phenylquinazolin-2(1H)-one NC1=NC(N(C2=CC(=CC(=C12)OCCN1CCOCC1)Cl)C1=CC=CC=C1)=O